ClC1=CC=C2C(=N1)COCC2N(C(OC(C)(C)C)=O)C tert-butyl (2-chloro-5,8-dihydro-6H-pyrano[3,4-b]pyridin-5-yl)(methyl)carbamate